B([O-])([O-])I.[Na+].[Na+] sodium iodoborate